CC1=C(C(=CC=C1)C)C1=CC2=C(N=C(N=C2)S(=O)(=O)C)OC1=O 6-(2,6-Dimethylphenyl)-2-(methylsulfonyl)-7H-pyrano[2,3-d]pyrimidine-7-one